8-[(2S)-2-methylazetidin-1-yl]-6-[1-(1-methylazetidin-3-yl)pyrazol-4-yl]-3-(trifluoromethyl)imidazo[1,2-a]pyrazine C[C@@H]1N(CC1)C=1C=2N(C=C(N1)C=1C=NN(C1)C1CN(C1)C)C(=CN2)C(F)(F)F